tert-butyl N-[3-[5-chloro-7-(4,4,5,5-tetramethyl-1,3,2-dioxaborolan-2-yl) benzimidazol-1-yl]-2-methoxy-propyl]-N-methyl-carbamate ClC1=CC2=C(N(C=N2)CC(CN(C(OC(C)(C)C)=O)C)OC)C(=C1)B1OC(C(O1)(C)C)(C)C